(E)-5-methyl-4-phenyl-2-(2-carboxybenzylidenehydrazino)thiazole CC1=C(N=C(S1)N/N=C/C1=C(C=CC=C1)C(=O)O)C1=CC=CC=C1